FC1=CC=C2CCC(CC2=C1)C(=O)O 7-fluoro-1,2,3,4-tetrahydronaphthalene-2-carboxylic acid